N[C@H](CNC(=O)[C@]1([C@@H](CC[C@H](C1)C)C(C)C)O)C1=CC=CC=C1 (1S,2S,5R)-N-((S)-2-amino-2-phenylethyl)-1-hydroxy-2-isopropyl-5-methylcyclohexane-1-carboxamide